tert-butyl N-[(3R)-7-[5-(dimethylcarbamoyl)-1,2,4-oxadiazol-3-yl]-8-fluoro-4-oxo-5-[[4-(1,1,2,2-tetrafluoroethoxy)phenyl]methyl]-2,3-dihydro-1,5-benzothiazepin-3-yl]carbamate CN(C(=O)C1=NC(=NO1)C=1C(=CC2=C(N(C([C@H](CS2)NC(OC(C)(C)C)=O)=O)CC2=CC=C(C=C2)OC(C(F)F)(F)F)C1)F)C